Tert-butyl (1S,3S,5S)-3-((6-bromo-3-methylpyridin-2-yl) carbamoyl)-2-azabicyclo[3.1.0]hexane-2-carboxylate BrC1=CC=C(C(=N1)NC(=O)[C@H]1N([C@H]2C[C@H]2C1)C(=O)OC(C)(C)C)C